3-[3-(2-Chloro-6-methyl-4-pyridyl)-5-[(3-hydroxycyclobutyl)amino]pyrazolo[1,5-a]pyrimidin-2-yl]benzonitrile ClC1=NC(=CC(=C1)C=1C(=NN2C1N=C(C=C2)NC2CC(C2)O)C=2C=C(C#N)C=CC2)C